(Z)-3-hydroxy-1-phenyl-2-decen-1-one O\C(=C/C(=O)C1=CC=CC=C1)\CCCCCCC